1-(diphenylmethylene)-2-(o-tolyl)hydrazine C1(=CC=CC=C1)C(=NNC1=C(C=CC=C1)C)C1=CC=CC=C1